ClC1=C(C=C(C=C1)F)C1C2=C(CC(NC1)=O)C=C(C=C2NC(C2=CC(=CC(=C2)C(F)(F)F)F)=O)C=2NC=CN2 N-(5-(2-chloro-5-fluorophenyl)-8-(1H-imidazol-2-yl)-2-oxo-2,3,4,5-tetrahydro-1H-benzo[d]azepin-6-yl)-3-fluoro-5-(trifluoromethyl)benzamide